C(C)(=O)C1=C(C(=C(C=C1OCC)[C@@H](C)N(C(=O)NC1(CC1)C(=O)OC)CCO[C@@H](C)C1=CC=CC=C1)Cl)OCC Methyl 1-[([(1R)-1-(4-Acetyl-2-Chloro-3,5-Diethoxyphenyl)Ethyl]{2-[(1S)-1-Phenylethoxy]Ethyl}Carbamoyl)Amino]Cyclopropane-1-Carboxylate